C(C)C1CCCN2C(O1)=C(C(=N2)C=2C(=NC(=CC2)NC2CC2)F)C(=O)O Ethyl-2-[6-(Cyclopropylamino)-2-Fluoropyridin-3-yl]-5,6,7,8-Tetrahydropyrazolo[5,1-b][1,3]Oxazepine-3-Carboxylic Acid